FC=1C=C(C=CC1F)[C@H]1[C@@H](CN(C1)CCOC)NC(=O)NC1=C(C(=NN1C1=CC=CC=C1)C=1C=NN(C1)CCOC)C 1-((3S,4R)-4-(3,4-difluorophenyl)-1-(2-methoxyethyl)pyrrolidin-3-yl)-3-(1'-(2-methoxyethyl)-4-methyl-1-phenyl-1H,1'H-[3,4'-bipyrazol]-5-yl)urea